N-[2-(6-chloropyrimidin-4-yl)-2-(1-methylpyrazol-4-yl)propyl]-5-(2,4-difluorophenyl)isoxazole-3-carboxamide ClC1=CC(=NC=N1)C(CNC(=O)C1=NOC(=C1)C1=C(C=C(C=C1)F)F)(C)C=1C=NN(C1)C